1-(5-((4-(1-cyclopropyl-1,2,5,6-tetrahydropyridin-3-yl)-5-fluoropyrimidin-2-yl)amino)pyridin-3-yl)pyrrolidin-2-one C1(CC1)N1CC(=CCC1)C1=NC(=NC=C1F)NC=1C=C(C=NC1)N1C(CCC1)=O